5-(difluoromethoxy)-2-hydroxymethylpyridine FC(OC=1C=CC(=NC1)CO)F